N-(2-methoxyphenyl)acrylamide COC1=C(C=CC=C1)NC(C=C)=O